19,20-epoxy-docosapentaenoic acid C(C=CC=CC=CC=CC=CCCCCCCCC1C(CC)O1)(=O)O